C(C)C=1C=CC(=C(C1)S(=O)(=O)NC1=NOC2=C1C(=CC=C2)C=2C=NC=NC2)OC 5-Ethyl-2-methoxy-N-(4-(pyrimidin-5-yl)benzo[d]isoxazol-3-yl)benzenesulfonamide